2,2,2-trifluoro-1-phenylethylamine FC(C(C1=CC=CC=C1)N)(F)F